C(C(=C)C)(=O)NCC(CS(=O)(=O)O)O 3-Methacrylamido-2-hydroxy-propanesulfonic acid